OCCOCCN(C(=O)[C@@H]1CN(CC[C@H]1NC(=O)C1=NOC(=C1)C1=C(C=C(C=C1)F)F)C1CCCCC1)C(C)C |o1:9,14| (3R*,4R*)-1-Cyclohexyl-4-{[5-(2,4-difluoro-phenyl)-isoxazole-3-carbonyl]-amino}-piperidine-3-carboxylic acid [2-(2-hydroxy-ethoxy)-ethyl]-isopropyl-amide